2-(2-bromophenyl)-2,2-difluoro-ethanol BrC1=C(C=CC=C1)C(CO)(F)F